C(C)(C)(C)OC(NCCCC[C@H](N)C1=NC(=NO1)C12CC3CC(CC(C1)C3)C2)=O (5S)-5-(3-(adamantan-1-yl)-1,2,4-oxadiazol-5-yl)-5-aminopentylcarbamic acid tert-butyl ester